FC=1C=C2C(=C3C(=CC(=NC13)C(=O)O)C(=O)O)NC(=C2)C(=O)O 5-fluoro-1H-pyrrolo[2,3-f]quinoline-2,7,9-tricarboxylic acid